1-(4-{3-[6-(4-fluoro-3-hydroxyphenoxy)pyridin-2-yl]benzenesulfonyl}piperazin-1-yl)ethan-1-one FC1=C(C=C(OC2=CC=CC(=N2)C=2C=C(C=CC2)S(=O)(=O)N2CCN(CC2)C(C)=O)C=C1)O